N-[(1S)-1-(dicyclopropylmethyl)-2-[[5-(5-ethyl-3-methyl-1H-pyrazol-4-yl)-6-fluoro-2-pyridyl]amino]-2-oxo-ethyl]-2-(2-methylsulfanylethyl)pyrazole-3-carboxamide C1(CC1)C([C@@H](C(=O)NC1=NC(=C(C=C1)C=1C(=NNC1CC)C)F)NC(=O)C=1N(N=CC1)CCSC)C1CC1